NC1=NC=NN2C1=C(C=C2C=2C=NN(C2)C2COC2)C2=CC(=C(C=C2)NC(OC(C)(C)C)=O)OC tert-Butyl (4-(4-amino-7-(1-(oxetan-3-yl)-1H-pyrazol-4-yl)pyrrolo[2,1-F][1,2,4]triazin-5-yl)-2-methoxyphenyl)carbamate